FC1=CC=C(C=C1)S(=O)(=O)NC=1C=C(C=CC1O)NC(=O)C1=CC=C(C=C1)C1=C(C=C(C=C1)C(F)(F)F)OC N-(3-((4-fluorophenyl)sulfonylamino)-4-hydroxyphenyl)-2'-methoxy-4'-(trifluoromethyl)-[1,1'-biphenyl]-4-carboxamide